5-(4-((5-(3-ethylureido)-6-oxo-1,6-dihydropyridin-3-yl)methyl)piperazin-1-yl)-6-fluoro-N-methylpicolinamide C(C)NC(NC1=CC(=CNC1=O)CN1CCN(CC1)C=1C=CC(=NC1F)C(=O)NC)=O